6,7-dimethoxy-2-methylquinazolin-4(1H)-one COC=1C=C2C(N=C(NC2=CC1OC)C)=O